(S)-quinuclidin-3-yl((R)-5-(3-chloro-5-isobutoxyphenyl)-6-fluoro-2,2-dimethyl-2,3-dihydro-1H-inden-1-yl)carbamate N12C[C@H](C(CC1)CC2)OC(N[C@@H]2C(CC1=CC(=C(C=C21)F)C2=CC(=CC(=C2)OCC(C)C)Cl)(C)C)=O